CNC=1SC=C(N1)C=1C=C(C(=CC1)O)O 4-(2-(methylamino)thiazol-4-yl)benzene-1,2-diol